C(C)(C)OC(N[C@@H]1CO[C@H](CC1)C=1SC=CN1)=O trans-N-(6-thiazol-2-yl-tetrahydropyran-3-yl)carbamic acid isopropyl ester